OC1C[C@H](NC1)C(=O)O 4-hydroxy-proline